Benzyl 2-acetamido-3,4-di-O-benzyl-2-deoxy-α-D-gluco-hexodialdo-1,5-pyranoside C(C)(=O)N[C@H]1[C@@H](OCC2=CC=CC=C2)O[C@@H]([C@H]([C@@H]1OCC1=CC=CC=C1)OCC1=CC=CC=C1)C=O